NC([C@H](CCC(=O)OC(C)(C)C)N1C(C2=CC=C(C=C2C1)C1=NC(=CC(=C1)N1CCN(CC1)S(=O)(=O)C)NCC1=CC=C(C=C1)OC)=O)=O tert-butyl (S)-5-amino-4-(5-(6-((4-methoxybenzyl) amino)-4-(4-(methylsulfonyl) piperazin-1-yl) pyridin-2-yl)-1-oxoisoindolin-2-yl)-5-oxopentanoate